O1CCN(CC1)C=1C=CC(=NC1)NC=1C2=C(C(=NC1)C1=CC=NC=C1)CNC2=O 7-[(5-morpholino-2-pyridyl)amino]-4-(4-pyridyl)-2,3-dihydropyrrolo[3,4-c]pyridin-1-one